3-amino-1,2,3-dithiazole-5-thione NN1SSC(C1)=S